ClC=1C=CC(=NC1)NC(C1=C(C=CC(=C1)OC)NC(C1=CC=C(C=C1)C(N(C)C)=N)=O)=O N-(5-Chloropyridin-2-yl)-2-([4-(N,N-dimethylcarbamimidoyl)benzoyl]amino)-5-methoxybenzamid